CC=1C=C(C(=O)O)C=CC1 M-methyl-benzoic acid